C(C)OC1=CC=C(C=C1)C=1SC=C(N1)C(=O)OC(C(F)(F)F)C(F)(F)F 1,1,1,3,3,3-Hexafluoropropan-2-yl 2-(4-ethoxyphenyl)thiazole-4-carboxylate